2-((3-(4-(((1R,4R)-4-(7-oxa-2-azaspiro[3.5]nonan-2-yl)cyclohexyl)amino)-1-(2,2,2-trifluoroethyl)-1H-indol-2-yl)prop-2-yn-1-yl)amino)-5-(methylsulfonyl)phenoxylacetic acid C1N(CC12CCOCC2)C2CCC(CC2)NC2=C1C=C(N(C1=CC=C2)CC(F)(F)F)C#CCNC2=C(OCC(=O)O)C=C(C=C2)S(=O)(=O)C